1-{5-[(R)-(1,3-dimethyl-azetidin-3-yl)-hydroxy-(4-isopropyl-phenyl)-methyl]-pyridin-3-yl}-4-methyl-pent-1-yn-3-ol CN1CC(C1)(C)[C@@](C=1C=C(C=NC1)C#CC(C(C)C)O)(C1=CC=C(C=C1)C(C)C)O